CC(/C=C/CC=1N(C=CN1)C)(C)C (E)-4,4-dimethyl-1-(1-methyl-1H-imidazole-2-yl)pent-2-ene